C(CCCCC(=O)OCC(COC(CCCCC(=O)OCC\C=C/CCCCC)=O)(CO)COC(=O)C1(CCCCC1)C1CCCCC1)(=O)OCC\C=C/CCCCC O6-[2-[(1-cyclohexylcyclohexanecarbonyl)oxymethyl]-2-(hydroxymeth-yl)-3-[6-[(Z)-non-3-enoxy]-6-oxo-hexanoyl]oxy-propyl] O1-[(Z)-non-3-enyl] hexanedioate